S1C=NC2=C1C(=CC=C2)C=2C=C(C=CC2)N2CCN(CC2)C(=O)C=2N=C(SC2)C#C (4-(3-(benzo[d]thiazol-7-yl)phenyl)piperazin-1-yl)(2-ethynylthiazol-4-yl)methanone